4-amino-N-(2-methoxy-2-methylpropyl)piperidine-1-sulfonamide NC1CCN(CC1)S(=O)(=O)NCC(C)(C)OC